C1(=CC=CC=C1)C1=C(OCCC(C(=O)O)=C)C=CC=C1.C(C=C)(=O)OCCOC1=C(C=CC=C1)C1=CC=CC=C1 ortho-phenylphenoxyethyl acrylate (Ortho-phenyl phenoxy ethyl acrylate)